C(C)(C)(C)OC(=O)N1CCC(CC1)NC1=NC=C(C=C1[N+](=O)[O-])Cl 4-((5-chloro-3-nitropyridin-2-yl)amino)piperidine-1-carboxylic acid tert-butyl ester